C(C)(C)(C)OC(C1=C(C(=C(C(=C1C)C)OC(C1=C(C=C(C=C1C)OCC1=CC=CC=C1)OC)=O)Br)O)=O.FC=1C=C2C=CC(=NC2=CC1)C=O 6-fluoroquinoline-2-formaldehyde tert-butyl-4-((4-(benzyloxy)-2-methoxy-6-methylbenzoyl)oxy)-3-bromo-2-hydroxy-5,6-dimethylbenzoate